NC[C@@H]1N(CC(C1)C1=CC(=C(C=C1)OC(F)F)OC(C)C)C(C)=O 1-((2R)-2-(aminomethyl)-4-(4-(difluoromethoxy)-3-isopropoxyphenyl)pyrrolidin-1-yl)ethanone